CN(C(C)C=1C=CC=CC1)C 3-(1-(dimethylamino)ethyl)benzene